C[C@]12CC(C[C@](CC1)(N2)C)N(C2=CC=C(N=N2)C=2C(=CC1=C(C=C(O1)C(=O)NC)C2)O)C 5-(6-(((1R,3S,5S)-1,5-dimethyl-8-azabicyclo[3.2.1]octan-3-yl)(methyl)amino)pyridazin-3-yl)-6-hydroxy-N-methylbenzofuran-2-carboxamide